(S)-N-[1-(5-Chloropyrazin-2-yl)ethylidene]-2-methylpropane-2-sulfinamide ClC=1N=CC(=NC1)C(C)=N[S@@](=O)C(C)(C)C